7-(1-ethylcyclobutyl)-2-(((3S,4R)-3-hydroxytetrahydro-2H-pyran-4-yl)amino)-5-(trifluoromethyl)pyrrolo[2,1-f][1,2,4]triazine-6-carbonitrile C(C)C1(CCC1)C1=C(C(=C2C=NC(=NN21)N[C@H]2[C@@H](COCC2)O)C(F)(F)F)C#N